Methyl 4-bromo-3-(1-methyl-1H-pyrrole-3-carboxamido)benzoate BrC1=C(C=C(C(=O)OC)C=C1)NC(=O)C1=CN(C=C1)C